FC(C=1C(=C(C=CC1)[C@@H](C)NC(=O)C1=CNC(C=C1N[C@H]1CN2CCC1CC2)=O)F)F N-((R)-1-(3-(difluoromethyl)-2-fluorophenyl)ethyl)-6-oxo-4-(((R)-quinuclidin-3-yl)amino)-1,6-dihydropyridine-3-carboxamide